2-{2-[(1H-1,3-Benzodiazol-2-ylmethyl)amino]ethyl}-N-(pyrimidin-4-ylmethyl)-1,3-thiazole-4-carboxamide N1C(=NC2=C1C=CC=C2)CNCCC=2SC=C(N2)C(=O)NCC2=NC=NC=C2